2-(4-chloro-2-fluorobenzyloxy)-4-(piperidin-4-yl)pyrimidine 4-methylbenzenesulfonic acid salt CC1=CC=C(C=C1)S(=O)(=O)O.ClC1=CC(=C(COC2=NC=CC(=N2)C2CCNCC2)C=C1)F